5-chloro-4-fluoro-6-(1-(oxetan-3-yl)piperidin-4-yl)-1H-indazole ClC=1C(=C2C=NNC2=CC1C1CCN(CC1)C1COC1)F